1,3-bis(2,4,6-trimethyl-phenyl)imidazolium chloride [Cl-].CC1=C(C(=CC(=C1)C)C)N1C=[N+](C=C1)C1=C(C=C(C=C1C)C)C